BrC=1N(\C(\N(C1)CCCNC(OC(C)(C)C)=O)=N/CCNC(=O)OC(C)(C)C)C tert-butyl (Z)-(3-(4-bromo-2-((2-((tert-butoxycarbonyl)amino)ethyl)imino)-3-methyl-2,3-dihydro-1H-imidazol-1-yl)propyl)carbamate